(1-(4-methoxyphenyl)-9-methyl-9H-pyrido[3,4-b]indol-3-yl)-4-(piperidin-1-yl)benzamide COC1=CC=C(C=C1)C1=NC(=CC2=C1N(C1=CC=CC=C21)C)C2=C(C(=O)N)C=CC(=C2)N2CCCCC2